hexane ethylacetate C(C)OC(C)=O.CCCCCC